3-Bromo-6-[1-[2-(4,4-dimethyl-1-piperidyl)-6-methyl-4-oxo-chromen-8-yl]ethylamino]-2-fluoro-benzoic acid BrC=1C(=C(C(=O)O)C(=CC1)NC(C)C=1C=C(C=C2C(C=C(OC12)N1CCC(CC1)(C)C)=O)C)F